methyl 3-(N-(2-(p-tolylcarbamoyl)phenyl)sulfamoyl)benzoate C1(=CC=C(C=C1)NC(=O)C1=C(C=CC=C1)NS(=O)(=O)C=1C=C(C(=O)OC)C=CC1)C